BrC=1C=C2CCN(CC2=CC1)C(=O)NC1=CNC2=CC=CC=C12 6-bromo-N-(1H-indol-3-yl)-3,4-dihydroisoquinoline-2(1H)-carboxamide